(9H-fluoren-9-yl)methyl(1,17-diamino-9-((3-((2-aminoethyl)amino)-3-oxopropoxy)methyl)-4,14-dioxo-7,11-dioxa-3,15-diazaheptadecan-9-yl)carbamate hydrochloride Cl.C1=CC=CC=2C3=CC=CC=C3C(C12)OC(N(C(COCCC(NCCN)=O)(COCCC(NCCN)=O)COCCC(=O)NCCN)C)=O